4-phenyl-1H-indole C1(=CC=CC=C1)C1=C2C=CNC2=CC=C1